[4-[[4-(dimethylamino)-2-fluoro-pyridin-1-ium-1-yl]methyl]phenyl]methyl-trimethyl-ammonium trifluoroacetate FC(C(=O)[O-])(F)F.CN(C1=CC(=[N+](C=C1)CC1=CC=C(C=C1)C[N+](C)(C)C)F)C.FC(C(=O)[O-])(F)F